C(C)(=O)O[C@H]1[C@H](OC2=CN(C3=CC=C(C=C23)O)C(C)=O)O[C@@H]([C@H]([C@@H]1OC(C)=O)OC(C)=O)COC(C)=O 1-acetyl-5-hydroxy-1H-indol-3-yl 2,3,4,6-tetra-O-acetyl-beta-D-glucopyranoside